FC=1C(=NCN(C1)C1=NC=C(C=C1)C1CCN(CC1)C)C=1C=C2C3(C(=NC2=C(C1)F)C)CCCC3 5-Fluoro-4-(7'-fluoro-2'-methylspiro[cyclopentane-1,3'-indol]-5'-yl)-N-(5-(1-methylpiperidin-4-yl)pyridin-2-yl)pyrimidine